1H-PYRROLO[2,3-C]PYRIDINE-2-CARBALDEHYDE N1C(=CC=2C1=CN=CC2)C=O